1,1,1-Tris-(hydroxymethyl)-propan tris-(3-mercaptopropionat) SCCC(=O)O.SCCC(=O)O.SCCC(=O)O.OCC(CC)(CO)CO